4-((2-bromo-2'-methyl-3'-(3-(morpholinomethyl)-1,2,4-oxadiazol-5-yl)-[1,1'-biphenyl]-3-yl)methoxy)-5-chloro-2-(pyridin-3-ylmethoxy)benzaldehyde BrC1=C(C=CC=C1COC1=CC(=C(C=O)C=C1Cl)OCC=1C=NC=CC1)C1=C(C(=CC=C1)C1=NC(=NO1)CN1CCOCC1)C